((3aS,4R,6S,6aS)-6-(4-aminopyrrolo[2,1-f][1,2,4]triazin-7-yl)-4-cyano-2,2-dimethyltetrahydrofuro[3,4-d][1,3]dioxol-4-yl)methyl 1-methylcyclobutane-1-carboxylate CC1(CCC1)C(=O)OC[C@]1(O[C@H]([C@@H]2OC(O[C@@H]21)(C)C)C2=CC=C1C(=NC=NN12)N)C#N